O1C(CCC1)C(=O)Cl Tetrahydrofuran-2-carbonylchloride